C(#N)C1=CC=C(C=C1)C(\C=C(\C(=O)OCC)/O)=O ethyl (Z)-4-(4-cyanophenyl)-2-hydroxy-4-oxo-2-butenoate